3-bromo-4-methoxyaniline BrC=1C=C(N)C=CC1OC